The molecule is an amino acid zwitterion arising from transfer of a proton from the carboxy to the amino group of L-allysine; major species at pH 7.3. It is a tautomer of a L-allysine. C(CC=O)C[C@@H](C(=O)[O-])[NH3+]